7-Chloro-N-[2-methyl-5-[5-(oxetan-3-ylmethyl)-1,2,4-oxadiazol-3-yl]phenyl]imidazo[1,2-a]pyridine-3-carboxamide ClC1=CC=2N(C=C1)C(=CN2)C(=O)NC2=C(C=CC(=C2)C2=NOC(=N2)CC2COC2)C